2'-amino-2'-deoxyuridine N[C@H]1[C@@H](O[C@@H]([C@H]1O)CO)N1C(=O)NC(=O)C=C1